ClC=1C=C(CC2=NC=CC=3C(=C(C=CC23)C)N)C=CC1 1-(3-chlorobenzyl)-6-methylisoquinolin-5-amine